rac-(1s,2r,3r,5r)-3-[(5-bromopyrazin-2-yl)(cyclopropyl)amino]-2-fluoro-8-azabicyclo[3.2.1]octane-8-carboxylic acid tert-butyl ester C(C)(C)(C)OC(=O)N1[C@@H]2[C@@H]([C@@H](C[C@H]1CC2)N(C2CC2)C2=NC=C(N=C2)Br)F |r|